(2,7-dimethoxy-9H-carbazol-9-yl)methylphosphonic acid COC1=CC=2N(C3=CC(=CC=C3C2C=C1)OC)CP(O)(O)=O